C1(CCCC1)NCC=1C=C(C(N(C1C)C1=CC(=CC=C1)C(F)(F)F)=O)C(=O)NCC1=CC=C(C=C1)S(=O)(=O)C 5-[(cyclopentylamino)methyl]-6-methyl-N-[4-(methylsulfonyl)benzyl]-2-oxo-1-[3-(trifluoromethyl)phenyl]-1,2-dihydropyridine-3-carboxamide